O=C1N(CCC=2C1=CNC2)C(=O)OC(C)(C)C tert-butyl 4-oxo-2,4,6,7-tetrahydro-5H-pyrrolo[3,4-c]pyridine-5-carboxylate